Cl.CC1=C(CNC=2C=3N(C=C(C2)N)C(=C(N3)C)C)C(=CC=C1)C N8-(2,6-dimethylbenzyl)-2,3-dimethylimidazo[1,2-a]pyridine-6,8-diamine hydrochloride